CC1=NC(=CC(=C1)NC(OC1=CC=CC=C1)=O)C phenyl (2,6-dimethylpyridin-4-yl)carbamate